CN1C[C@H](NS1(=O)=O)C(=O)N(C=1C=C(C=CC1)C)CC#C (S)-5-methyl-N-(prop-2-yn-1-yl)-N-(m-tolyl)-1,2,5-thiadiazolidine-3-carboxamide 1,1-dioxide